COC1=C(C=C(C(=C1)N(CCCNC)C)[N+](=O)[O-])NC1=NC=CC(=N1)C1=CN(C2=CC=CC=C12)C 2-methoxy-N'-methyl-N-[4-(1-methyl-1H-indol-3-yl)-2-pyrimidinyl]-N'-[3-(methylamino)propyl]-5-nitrobenzene-1,4-diamine